FC1=CC=2N(C=C1)C(=CN2)C2=C1CNC(C1=C(C=C2)NC2=NC=C(C=C2)N2C[C@H](OCC2)C(C)(C)N2CC(C2)O)=O (S)-4-(7-fluoroimidazo[1,2-a]pyridin-3-yl)-7-((5-(2-(2-(3-hydroxyazetidin-1-yl)propan-2-yl)morpholino)pyridin-2-yl)amino)isoindolin-1-one